(S)-7-(6-(3-(dimethylamino)propoxy)pyridin-3-yl)-6-fluoro-2,10-dimethyl-9,10-dihydro-8-oxa-2,4,10a-triazanaphtho[2,1,8-cde]azulene-1(2H)-one CN(CCCOC1=CC=C(C=N1)C1=C(C=C2N=CC=3N(C(N4[C@H](COC1=C2C34)C)=O)C)F)C